C(C1=CC=CC=C1)(=O)NC=1[Se]C(=CN1)C(=O)NC1=C(C=C(C=C1)C)C 2-(benzoylamino)-N-(2,4-dimethylphenyl)-1,3-selenazol-5-carboxamide